C(C)(C)(C)C1=CC=C(C=C1)N(C(=O)[C@@H]1N(CCC1)C(=O)OC(C)(C)C)C(C(=O)NC1CCCCC1)C=1C=NC=CC1 tert-butyl (2R)-2-[(4-tert-butylphenyl)-[2-(cyclohexylamino)-2-oxo-1-(3-pyridyl)ethyl]carbamoyl]pyrrolidine-1-carboxylate